C1(=CC=CC=C1)C=1C2=CC=CC=C2C(=C2C=CC=CC12)C1=CC=C(C=C1)C1=CC=C(C=C1)C1(C2=CC=CC=C2C=2C=CC=CC12)C1=CC=CC=C1 9-phenyl-10-[4'-(9-phenyl-9H-fluoren-9-yl)biphenyl-4-yl]anthracene